4-(4-Chloro-2,3-difluorophenyl)-1-((4aR,6R,7R,8R,8aR)-7-methoxy-2,2-dimethyl-6-(prop-2-yn-1-yl)hexahydropyrano[3,2-d][1,3]dioxin-8-yl)-1H-1,2,3-triazole ClC1=C(C(=C(C=C1)C=1N=NN(C1)[C@@H]1[C@H]([C@H](O[C@H]2[C@@H]1OC(OC2)(C)C)CC#C)OC)F)F